dimethyl-2,4-di-(2-pyridyl)-3-methyl-7-(pyridin-2-ylmethyl)-3,7-diaza-bicyclo[3.3.1]nonan-9-one CC1(C2(CN(CC(C(N1C)C1=NC=CC=C1)C2=O)CC2=NC=CC=C2)C)C2=NC=CC=C2